ClC1=CC=C(C=C1)C1OC(=C(C1=O)OS(=O)(=O)CCCC)N 2-(4-chlorophenyl)-4-[[1-butylsulfonyl]oxy]-5-amino-3(2H)-furanone